FC=1C(=NC2=CC=CC=C2C1CC1=CC=NC2=CC(=CN=C12)OCCOC)C(=O)O 3-fluoro-4-[[7-(2-methoxyethoxy)-1,5-naphthyridin-4-yl]methyl]quinolinecarboxylic acid